(S)-S-2-(2-(8-Amino-1-(4-(pyridin-2-ylcarbamoyl)phenyl)imidazo[1,5-a]pyrazin-3-yl)pyrrolidin-1-yl)-2-oxoethyl ethanethioate C(C)(SCC(=O)N1[C@@H](CCC1)C1=NC(=C2N1C=CN=C2N)C2=CC=C(C=C2)C(NC2=NC=CC=C2)=O)=O